1-methylindene CC1C=CC2=CC=CC=C12